(1R)-(+)-bromocamphor-10-sulfonic acid BrC1C([C@]2(CCC1C2(C)C)CS(=O)(=O)O)=O